C1(CCCCC1)[C@H](C)NC1=C(C=CC=C1)OC (S)-N-(1-cyclohexylethyl)-2-methoxyaniline